2-(2-((3R,4R)-3-amino-4-fluoropiperidin-1-yl)-5,6-difluoro-1H-benzo[d]imidazol-1-yl)-N-(1,1-dioxidotetrahydrothiophen-3-yl)-N-(2-methoxyethyl)acetamide N[C@@H]1CN(CC[C@H]1F)C1=NC2=C(N1CC(=O)N(CCOC)C1CS(CC1)(=O)=O)C=C(C(=C2)F)F